COC1=CC=C(C=N1)C([2H])[2H] (6-methoxypyridin-3-yl)methane-d2